ClC=1C=2C(N=C3N(C2C=CC1)C1=CC=C(C=C1C31CCCCC1)C1CCN(CC1)C1C(CN(CC1)C(=O)OC(C)(C)C)(F)F)=O tert-butyl 4-(4'-chloro-5'-oxo-5'H-spiro[cyclohexane-1,7'-indolo[1,2-a]quinazolin]-9'-yl)-3',3'-difluoro-[1,4'-bipiperidine]-1'-carboxylate